C(C)C=1C(=CC(=C(N)C1)OC)N1CCC(CC1)N1CCN(CC1)C 5-ethyl-2-methoxy-4-[4-(4-methylpiperazin-1-yl)-1-piperidyl]aniline